2,2'-(1,2-phenylene)bis(1H-benzo[d]imidazol-5-amine) C1(=C(C=CC=C1)C1=NC2=C(N1)C=CC(=C2)N)C2=NC1=C(N2)C=CC(=C1)N